C(CCCCC)(=O)[O-].C(CCCCC)[P+](CCCCCCCCCCCCCC)(CCCCCC)CCCCCC trihexyl-(tetradecyl)phosphonium hexanoate